N-methyl-1-(4-(trifluoromethyl)phenyl)-1H-1,2,4-triazole-3-carboxamide CNC(=O)C1=NN(C=N1)C1=CC=C(C=C1)C(F)(F)F